3-(3-Hydroxy-3-methylbutyl)-1-methyl-5-nitro-1H-benzo[d]imidazol-2(3H)-one OC(CCN1C(N(C2=C1C=C(C=C2)[N+](=O)[O-])C)=O)(C)C